methyl-N-(pyridin-2-yl)thiazole CC1SC=CN1C1=NC=CC=C1